N-(4-(difluoromethoxy)phenyl)formamide FC(OC1=CC=C(C=C1)NC=O)F